ethyl-5,5-diphenyl-2-isoxazoline-3-carboxylic acid ethyl ester C(C)OC(=O)C1=NOC(C1CC)(C1=CC=CC=C1)C1=CC=CC=C1